[OH-].C(CC)N1C(=[N+](C=C1)CC1=CC=C(C=C1)C)CCC 1,2-dipropyl-3-(4-methylbenzyl)-imidazolium hydroxide